(2-(2,6-dimethylpyridin-4-yl)-3-isopropyl-1H-indol-5-yl)(piperazin-1-yl)methanone methyl-5-(2-amino-[1,2,4]triazolo[1,5-a]pyridin-7-yl)-4-fluoro-2-vinylbenzoate COC(C1=C(C=C(C(=C1)C1=CC=2N(C=C1)N=C(N2)N)F)C=C)=O.CC2=NC(=CC(=C2)C=2NC1=CC=C(C=C1C2C(C)C)C(=O)N2CCNCC2)C